C1(=CC=CC=C1)C1=CC=CC(=N1)C1=CC=C(C=C1)C1=C(C(=NC(=C1)N1C2=CC=C(C=C2C=2C=C(C=CC12)C1=CC=CC=C1)C1=CC=CC=C1)N1C2=CC=C(C=C2C=2C=C(C=CC12)C1=CC=CC=C1)C1=CC=CC=C1)N1C2=CC=C(C=C2C=2C=C(C=CC12)C1=CC=CC=C1)C1=CC=CC=C1 9,9',9''-(4-(4-(6-phenylpyridin-2-yl)phenyl)pyridine-2,3,6-triyl)tris(3,6-diphenyl-9H-carbazole)